FC1=CC=C(C=C1)C(\C=C\N(C)C)=O (E)-1-(4-fluorophenyl)-3-(dimethylamino)prop-2-en-1-one